C(CCCCCCCCCCCCCCCCCCCCCCCCC)O[C@H](CO)COP(=O)(O)OCCN 2-hexacosyl-sn-glycero-3-phosphoethanolamine